C(#N)[C@]1(O[C@@H]([C@H]([C@H]1O)O)CO)C1=CC=C2C(=NC=NN21)NC(OCCCCC)=O pentyl (7-((2R,3R,4S,5R)-2-cyano-3,4-dihydroxy-5-(hydroxymethyl)tetrahydrofuran-2-yl)pyrrolo[2,1-f][1,2,4]triazin-4-yl)carbamate